triethoxy-(3-ethyl-3-propylmethoxyoxetane) C(C)OC1C(C(O1)(OCC)OCC)(OCCCC)CC